NC[C@@]1(OC2=C(C1)C(=C(C=C2)Cl)C2=C(C(=NC=C2C(=O)N)OC)F)C2=CC=CC=C2 4-((2S,4R)-2-(aminomethyl)-5-chloro-2-phenyl-2,3-dihydrobenzofuran-4-yl)-5-fluoro-6-methoxynicotinamide